C(=O)(OCC1=CC=CC=C1)N[C@@H](C(C)C)C(=O)O CBz-valine